(4-fluoro-2-methoxy-phenoxy)-6-iodo-pyridazine-4-carboxylic acid methyl ester COC(=O)C1=C(N=NC(=C1)I)OC1=C(C=C(C=C1)F)OC